zinc-phosphorus salt [P].[Zn]